CC1=C2C=CN(C2=CC=C1)C1=C(C=CC=C1)[N+]#[C-] 4-methyl-1-(2-isocyanophenyl)-indole